tert-butyl (3-((5-(((5-(tert-butyl)oxazol-2-yl)methyl)thio)thiazol-2-yl)carbamoyl)phenyl)carbamate C(C)(C)(C)C1=CN=C(O1)CSC1=CN=C(S1)NC(=O)C=1C=C(C=CC1)NC(OC(C)(C)C)=O